[4-(Oxetan-3-yl)phenyl]methanamine O1CC(C1)C1=CC=C(C=C1)CN